(S)-N-(4-(4-amino-7-(1-(difluoromethyl)-1H-pyrazol-4-yl)-1-methyl-1H-pyrazolo[4,3-c]pyridin-3-yl)-2-(1-(4-fluorophenyl)ethoxy)phenyl)-1,1-difluoromethanesulfonamide NC1=NC=C(C2=C1C(=NN2C)C2=CC(=C(C=C2)NS(=O)(=O)C(F)F)O[C@@H](C)C2=CC=C(C=C2)F)C=2C=NN(C2)C(F)F